OC1=CC=C(C=C1)C1=NOC(=C1)C1=CC=C(C=C1)NS(=O)(=O)C1=CC=C(C=C1)C N-(4-(3-(4-hydroxyphenyl)isoxazol-5-yl)phenyl)-4-methylbenzenesulfonamide